BrCC(=O)C1=C(N(C(=C1)C1CCCC1)C1=CC=C(C#N)C=C1)C 4-(3-(2-bromoacetyl)-5-cyclopentyl-2-methyl-1H-pyrrol-1-yl)benzonitrile